(3Z)-N-[4-(dimethylamino)butyl]-2-oxo-3-(3-oxoindolin-2-ylidene)indoline-1-carboxamide CN(CCCCNC(=O)N1C(\C(\C2=CC=CC=C12)=C\1/NC2=CC=CC=C2C1=O)=O)C